N1(C=NN=C1)C1=CC=C(C=C1)NC1=C(C=CC(=C1)C=1C(=NOC1C)C)C N-(4-(1H-1,3,4-triazol-1-yl)phenyl)-5-(3,5-dimethylisoxazol-4-yl)-2-methylaniline